4-(3,5-dimethyl-1H-pyrazol-1-yl)cyclohexane-1-carbonitrile CC1=NN(C(=C1)C)C1CCC(CC1)C#N